CN(C1=CC=C(CNC2=NC=3N(C=C2)N=CC3N(C)C)C=C1)C N5-(4-(Dimethylamino)benzyl)-N3,N3-dimethylpyrazolo[1,5-a]pyrimidine-3,5-diamine